ClC=1C=C(C=C2CCNC(C12)=O)B1OC(C(O1)(C)C)(C)C 8-chloro-6-(4,4,5,5-tetramethyl-1,3,2-dioxaborolan-2-yl)-3,4-dihydroisoquinolin-1(2H)-one